[Se]=S.[Hg] mercury selenosulfide